C(#N)C=1C=C2C(=NC(N(C2=CC1)C)=O)N1C[C@H](N(C[C@@H]1C)C(=O)OC(C)(C)C)CC tert-butyl (2R,5S)-4-(6-cyano-1-methyl-2-oxo-1,2-dihydroquinazolin-4-yl)-2-ethyl-5-methylpiperazinecarboxylate